3-((7H-pyrrolo[2,3-d]pyrimidin-7-yl)methyl)-3-methylcyclohexane-1-one N1=CN=CC2=C1N(C=C2)CC2(CC(CCC2)=O)C